C(NCCS(=O)(=O)O)[C@@]1([C@H](O)[C@H](O)[C@@H](CO)O1)N1C(=O)NC(=O)C=C1 taurinomethyl-uridine